(2R,3R)-tridecane-2,3-diol C[C@H]([C@@H](CCCCCCCCCC)O)O